methyl 10-(dimethylamino)-10-oxodecanoate CN(C(CCCCCCCCC(=O)OC)=O)C